C(C)(C)(C)OC(=O)N1C2(CC2)CN(CC1)C=1N=CC=2N=CN=C(C2N1)Cl.ClC1=NC(=CC=C1C(C)=O)OC (2-chloro-6-methoxy-3-pyridyl)ethanone tert-Butyl-7-(4-chloropyrimido[5,4-d]pyrimidin-6-yl)-4,7-diazaspiro[2.5]octane-4-carboxylate